O1CCC(=CC1)C1=C(N)C(=CC(=C1)F)C(=C)C 2-(3,6-dihydro-2H-pyran-4-yl)-4-fluoro-6-(prop-1-en-2-yl)aniline